C(=O)C1=C(C(=CC(=C1)F)C=O)O 2,6-diformyl-4-fluorophenol